FC=1C=C(C=CC1C)N1C(=NN=C1C)[C@@H]1CC[C@H](CC1)OC1=NC=CC=C1 trans-2-((4-(4-(3-Fluoro-4-methylphenyl)-5-methyl-4H-1,2,4-triazol-3-yl)cyclohexyl)oxy)pyridine